C1(CC1)CNC(C=1C=CC(=C(C1)NC(=O)C1=CC(=NN1C=1C=C(C=CC1)C(=N)NC(SCC)=O)C(F)(F)F)F)C1=CC=CC=C1 (-)-S-ethyl ((3-(5-{(5-(((cyclopropylmethyl)amino)(phenyl)methyl)-2-fluoro phenyl)carbamoyl}-3-(trifluoromethyl)-1H-pyrazol-1-yl)phenyl)(imino)methyl)carbamothioate